6-(2,5-dioxopyrrolidin-1-yl)hexanoic acid (2,5-dioxopyrrolidin-1-yl) ester O=C1N(C(CC1)=O)OC(CCCCCN1C(CCC1=O)=O)=O